N1N=C(C=C1)C(C)C=1SC2=C(N(C=3C(N(N=CC32)CC3=NNC=C3)=O)C)N1 2-(1-(1H-pyrazol-3-yl)ethyl)-6-((1H-pyrazol-3-yl)methyl)-4-methyl-4,6-dihydro-5H-thiazolo[5',4':4,5]pyrrolo[2,3-d]pyridazin-5-one